tetramethyl orthocarbonate C(OC)(OC)(OC)OC